FC(OC1=NC=CC=C1C=1N=CC2=C(N1)C(=CN2)CC2=CC=C(C=C2)C=2N(C=C(N2)C(F)(F)F)C2CN(C2)C)F 2-[2-(difluoromethoxy)-3-pyridyl]-7-[[4-[1-(1-methylazetidin-3-yl)-4-(trifluoromethyl)imidazol-2-yl]phenyl]methyl]-5H-pyrrolo[3,2-d]pyrimidine